Diethyl ((6-methoxypyridin-2-yl)methyl)phosphonate COC1=CC=CC(=N1)CP(OCC)(OCC)=O